Methyl 2-(4-[4-(benzyloxy)anilino]carbonyl-1,5-dimethyl-1H-pyrrol-2-yl)-4-cyanobenzoate C(C1=CC=CC=C1)OC1=CC=C(NC(=O)C=2C=C(N(C2C)C)C2=C(C(=O)OC)C=CC(=C2)C#N)C=C1